3-[(5-chloro-1H-indol-2-yl)methyl]-1-methyl-1-[1-(1-methylazetidine-3-carbonyl)piperidin-3-yl]urea ClC=1C=C2C=C(NC2=CC1)CNC(N(C1CN(CCC1)C(=O)C1CN(C1)C)C)=O